2-fluoro-N-(6-(5-methyl-1H-pyrrolo[2,3-b]pyridin-4-yl)benzo[d]thiazol-2-yl)cyclopropane-1-carboxamide FC1C(C1)C(=O)NC=1SC2=C(N1)C=CC(=C2)C2=C1C(=NC=C2C)NC=C1